Ethyl (1R,2S,3S,4R)-3-((2-chloro-6-iodopyrrolo[2,1-f][1,2,4]triazin-4-yl)amino)bicyclo[2.2.2]octane-2-carboxylate ClC1=NN2C(C(=N1)N[C@@H]1[C@H](C3CCC1CC3)C(=O)OCC)=CC(=C2)I